tert-butyl(2-(3-((1-(3-methoxynaphthalen-1-yl)cyclopropyl) carbamoyl)-4-methylphenoxy)ethyl)(methyl)carbamate C(C)(C)(C)OC(N(C)CCOC1=CC(=C(C=C1)C)C(NC1(CC1)C1=CC(=CC2=CC=CC=C12)OC)=O)=O